NC1=NC=CC=C1C1=NC=2C(=NC(=CC2)N2N=CC=C2)N1C=1C=C2CC[C@@H](C2=CC1)NC(=O)C1=CC(=C(C=2N=COC21)O)C=O N-[(1S)-5-[2-(2-aminopyridin-3-yl)-5-(pyrazol-1-yl)imidazo[4,5-b]pyridin-3-yl]-2,3-dihydro-1H-inden-1-yl]-5-formyl-4-hydroxy-1,3-benzoxazole-7-carboxamide